FC=1C=CC(C(C=O)(C1)[2H])O 5-fluorosalicylaldehyde-1-d